2-(benzyloxy)-4-[6-(4-fluoro-3-hydroxyphenoxy)pyridin-2-yl]phenol C(C1=CC=CC=C1)OC1=C(C=CC(=C1)C1=NC(=CC=C1)OC1=CC(=C(C=C1)F)O)O